ClC=1C=CC2=C(N(N=N2)O)C1 6-chloro-1-hydroxybenzotriazol